FC1=C(C=CC(=C1)OC)\C=C\C(=O)C1=C(C=C(C(=C1OC)OC)OC)O 2-fluoro-4-methoxy-2'-hydroxy-4',5',6'-trimethoxychalcone